2,2-difluoro-3-(4-methoxyphenyl)-1-phenylpropan-1-one FC(C(=O)C1=CC=CC=C1)(CC1=CC=C(C=C1)OC)F